(1r,4r)-4-(3-Chloroanilino)-6'-methoxy-2'-(3-methylphenyl)spiro[cyclohexane-1,1'-indene]-4-carboxylic acid ClC=1C=C(NC2(CCC3(C(=CC4=CC=C(C=C34)OC)C3=CC(=CC=C3)C)CC2)C(=O)O)C=CC1